C(N)(=N)C=1C=C(SC1)CNC(=O)[C@H]1N(CCC1)C(CNC(CCCCCCCCC)=O)=O (2S)-N-[(4-carbamimidoylthiophen-2-yl)methyl]-1-(2-decanamidoacetyl)pyrrolidine-2-carboxamide